C(N)(O[C@@H]1[C@@H](CCC2=CC=CC=C12)O)=O (1S,2R)-2-hydroxy-1,2,3,4-tetrahydronaphthalen-1-yl carbamate